C1(CCC1)CC=O 2-cyclobutylethanone